5-(2-bromoacetamidophenyl)-10,15,20-tris(4-sulfophenyl)porphyrin BrCC(=O)NC1=C(C=CC=C1)C=1C2=CC=C(N2)C(=C2C=CC(C(=C3C=CC(=C(C=4C=CC1N4)C4=CC=C(C=C4)S(=O)(=O)O)N3)C3=CC=C(C=C3)S(=O)(=O)O)=N2)C2=CC=C(C=C2)S(=O)(=O)O